ClC1=C(C(=CC(=C1)CNC(C)C)F)N1C=NC(=C1)C1=NC(=NC=C1C(F)(F)F)NC1CCN(CC1)S(=O)(=O)C 4-(1-(2-Chloro-6-fluoro-4-((isopropylamino)methyl)phenyl)-1H-imidazol-4-yl)-N-(1-(methylsulfonyl)piperidin-4-yl)-5-(trifluoromethyl)pyrimidin-2-amine